FC([C@H](C)NC1CCC(CC1)NC(=O)C=1C=CC2=C(C=3N(CCO2)C=NC3)C1)(F)F N-((1r,4r)-4-(((S)-1,1,1-trifluoropropan-2-yl)amino)cyclohexyl)-5,6-dihydrobenzo[f]imidazo[1,5-d][1,4]oxazepine-10-carboxamide